(4-chloro-5-(2,2,2-trifluoroethyl)-5H-pyrimido[5,4-b]indol-8-yl)methanol ClC1=NC=NC2=C1N(C=1C=CC(=CC21)CO)CC(F)(F)F